CC1(C2=CC[C@H]3[C@@H]4CC[C@H]([C@@H](CCCC(C)C)C)[C@]4(CC[C@@H]3[C@]2(CC[C@@H]1O)C)C)C 4,4-dimethylcholesterol